(Z)-1-(3-(2-isopropyl-5-methoxyphenyl)-4-oxothiazolidin-2-ylidene)-3-(2-methyl-4-(1-(4-(perfluoroethoxy)phenyl)-1H-1,2,4-triazol-3-yl)phenyl)urea C(C)(C)C1=C(C=C(C=C1)OC)N1/C(/SCC1=O)=N/C(=O)NC1=C(C=C(C=C1)C1=NN(C=N1)C1=CC=C(C=C1)OC(C(F)(F)F)(F)F)C